tert-butyl (6-bromo-2-chloropyrrolo[2,1-f][1,2,4]triazin-4-yl)(thiophen-2-ylmethyl)carbamate BrC=1C=C2C(=NC(=NN2C1)Cl)N(C(OC(C)(C)C)=O)CC=1SC=CC1